BrC1=C(C=C2C[C@H](N3C(C2=C1)=C(C=C3C(=O)O)CC(F)(F)F)C)OC (R)-9-bromo-8-methoxy-5-methyl-1-(2,2,2-trifluoroethyl)-5,6-dihydropyrrolo[2,1-a]isoquinoline-3-carboxylic acid